4-{4-methyl-6-(5-methyl-1H-pyrazol-3-ylamino)pyrimidin-2-yl}cyclohexanecarboxamide CC1=NC(=NC(=C1)NC1=NNC(=C1)C)C1CCC(CC1)C(=O)N